(R)-2-(2-Chloro-5-(2-hydroxypropan-2-yl)-8-oxothieno[2',3':4,5]pyrrolo[1,2-d][1,2,4]triazin-7(8H)-yl)-N-(pyrrolidin-3-yl)acetamid ClC1=CC2=C(C=C3N2C(=NN(C3=O)CC(=O)N[C@H]3CNCC3)C(C)(C)O)S1